[I-].C(C)(C)(C)OC(=O)NCCCC1=CC=CC=2N(C(=[N+](C21)CC)CN2C(C1=CC=CC=C1C2=O)=O)CC (3-{[(tert-butoxy)carbonyl]amino}propyl)-2-[(1,3-dioxo-2,3-dihydro-1H-isoindol-2-yl)methyl]-1,3-diethyl-1H-1,3-benzodiazol-3-ium iodide